BrCC1=CN(C=C1CBr)S(=O)(=O)C1=CC=C(C)C=C1 3,4-bis(bromomethyl)-1-tosyl-1H-pyrrole